OC1=C(C=CC(=C1)O)C=1N=C(SC1)NC(C(=O)N1CCSCC1)=O N-(4-(2,4-dihydroxyphenyl)thiazol-2-yl)-2-thiomorpholinyl-2-oxoacetamide